NC1=C(C=C(C=N1)C=1C=NN(C1)C1CCN(CC1)CC1=CC=C(C=C1)N1C(NC(CC1)=O)=O)O[C@H](C)C1=C(C(=CC=C1Cl)F)Cl (R)-1-(4-((4-(4-(6-amino-5-(1-(2,6-dichloro-3-fluorophenyl)ethoxy)pyridin-3-yl)-1H-pyrazol-1-yl)piperidin-1-yl)methyl)phenyl)dihydropyrimidine-2,4(1H,3H)-dione